C(CCCCCCCCCCC)OS(=O)(=O)C=1C(=CC=CC1)S(=O)(=O)[O-].[NH4+].BrC=1C=C(O[Si](C)(C)C(C)(C)C)C=CC1 (3-bromophenoxy)(t-butyl)dimethylsilane ammonium dodecylbenzenedisulfonate